ClC1=CC=C(CC2=C(/C(/OC2=O)=N/C2CCC(CC2)C)CC(=O)OCC)C=C1 Ethyl (Z)-2-(4-(4-chlorobenzyl)-2-((4-methylcyclohexyl)imino)-5-oxo-2,5-dihydro furan-3-yl)acetate